N-methyl-2-(2-chloroethyl)pyrrolidine methyl-2-(5-bromopyridin-2-yl)-2-methylpropionate COC(C(C)(C)C1=NC=C(C=C1)Br)=O.CN1C(CCC1)CCCl